N[C@@]1(COC=2C1=NC=C(C2)C2=CC1=C(N=C3N1[C@H]1C4=C(C(N([C@@H]3C1)C)=O)C=CC=C4OC(F)F)C=C2)C (7R,14R)-11-((S)-3-amino-3-methyl-2,3-dihydrofuro[3,2-b]pyridin-6-yl)-1-(difluoromethoxy)-6-methyl-6,7-dihydro-7,14-methanobenzo[f]benzo[4,5]imidazo[1,2-a][1,4]diazocin-5(14H)-one